propyl-formate C(CC)OC=O